[I-].FC=1C=C2C(=[N+](C1)C)C(=CN2COCC[Si](C)(C)C)I 6-fluoro-3-iodo-4-methyl-1-{[2-(trimethylsilyl)ethoxy]-methyl}-1H-pyrrolo[3,2-b]pyridin-4-ium iodide